O1[C@H](COCC1)COC1=NNC2=NC=C(C=C21)N2C[C@H]([C@H](CC2)N(C(=O)NC=2C(N(C=C(C2)C(F)(F)F)C)=O)C)F 1-((3R,4S)-1-(3-(((R)-1,4-dioxan-2-yl)methoxy)-1H-pyrazolo[3,4-b]pyridin-5-yl)-3-fluoropiperidin-4-yl)-1-methyl-3-(1-methyl-2-oxo-5-(trifluoromethyl)-1,2-dihydropyridin-3-yl)urea